8-((1R,3S)-3-hydroxycyclopentylamino)-3,7-dimethyl-1H-purine-2,6(3H,7H)-dione O[C@@H]1C[C@@H](CC1)NC1=NC=2N(C(NC(C2N1C)=O)=O)C